NC=1C(=NON1)C1=NOC(N1C1=CC(=C(C=C1)F)Cl)=O (4-amino-1,2,5-oxadiazol-3-yl)-4-(3-chloro-4-fluorophenyl)-1,2,4-oxadiazol-5(4H)-one